OCCCCCCCCNC(OC(C)(C)C)=O tert-butyl N-(8-hydroxyoctyl)carbamate